BrC1=C(C=C(C(=C1)F)F)N1CCC(CC1)O[Si](C)(C)C(C)(C)C 1-(2-bromo-4,5-difluorophenyl)-4-((tert-butyldimethylsilyl)oxy)piperidine